trimethyl(6-methyl-3-(4,4,5,5-tetramethyl-1,3,2-dioxaborolan-2-yl)naphthalen-1-yl)silane C[Si](C1=CC(=CC2=CC(=CC=C12)C)B1OC(C(O1)(C)C)(C)C)(C)C